ClC1=C(C(=O)NC2=C3C=NN(C3=CC=C2)C2=CC(=C(C=C2)OC(F)(F)F)C)C=C(C=C1)CNC(C(CO)(C)C)=O 2-Chloro-5-{[(3-hydroxy-2,2-dimethylpropanoyl)amino]methyl}-N-(1-[3-methyl-4-(trifluoromethoxy)phenyl]-1H-indazol-4-yl)benzamide